N-(tert-butyl)-3-((2-chloro-5-methylpyrimidine-4-yl)amino)benzenesulfonamide C(C)(C)(C)NS(=O)(=O)C1=CC(=CC=C1)NC1=NC(=NC=C1C)Cl